1,3-dibromo-5-[difluoro(4-fluorophenyl)methyl]benzene BrC1=CC(=CC(=C1)C(C1=CC=C(C=C1)F)(F)F)Br